OCC(C(=O)C1=CC=CC=C1)(C)C 2-hydroxymethyl-2-Methylpropiophenone